diisopropyl (((3-fluoropiperidin-4-yl) amino) methyl) phosphate P(=O)(OC(C)C)(OC(C)C)OCNC1C(CNCC1)F